C1(=CC=CC=C1)C1=CC2=C(N(N=N2)CC2=CC=C(C=C2)C(F)(F)F)C(=C1)C(=O)N[C@@H](C)C1=CC=C(C(=O)O)C=C1 (S)-4-(1-(5-phenyl-1-(4-(trifluoromethyl)benzyl)-1H-benzo[d][1,2,3]triazole-7-carboxamido)ethyl)benzoic acid